Naphthalen-1-yl 3-(N-(2-oxo-2-((2-(phenylthio)phenyl)amino)ethyl)methylsulfonamido)benzoate O=C(CN(S(=O)(=O)C)C=1C=C(C(=O)OC2=CC=CC3=CC=CC=C23)C=CC1)NC1=C(C=CC=C1)SC1=CC=CC=C1